C(C)OC(CCC(=O)C1=NC(=CC(=C1O)C#N)CC1=CC(=CC=C1)C#N)=O 4-[4-Cyano-6-(3-cyano-benzyl)-3-hydroxy-pyridin-2-yl]-4-oxo-butyric acid ethyl ester